C(C)(=O)O[C@H]1[C@H](O)O[C@H]([C@@H]([C@H]1O)O)C 2-O-acetyl-α-L-rhamnose